3-phenyl-1-(thien-2-yl)-2-naphthalenecarbonitrile C1(=CC=CC=C1)C=1C(=C(C2=CC=CC=C2C1)C=1SC=CC1)C#N